ethyl (2-(3-(5-(((R)-1-methoxy-3-methyl-1-oxobutan-2-yl)carbamoyl)-1H-pyrazol-3-yl)phenyl)oxazole-5-carbonyl)-L-valinate COC([C@@H](C(C)C)NC(=O)C1=CC(=NN1)C=1C=C(C=CC1)C=1OC(=CN1)C(=O)N[C@@H](C(C)C)C(=O)OCC)=O